N1(CC=CC2=CC=CC=C12)CCO quinoline-1-ethanol